C(C)(C)(C)C(C[C@H](N)C(=O)O)C(=O)O gamma-tertiary butyl-L-glutamic acid